N-(4-(4-amino-7-bromo-3-(4-cyanophenyl)thieno[3,2-c]pyridin-2-yl)-3-methylphenyl)methacrylamide NC1=NC=C(C2=C1C(=C(S2)C2=C(C=C(C=C2)NC(C(=C)C)=O)C)C2=CC=C(C=C2)C#N)Br